C(C=C)C1OCC2=CC(=CC=C2C1C1=CC=C(C=C1)Br)OCC1=CC=CC=C1 3-allyl-7-(benzyloxy)-4-(4-bromophenyl)isochromane